5-phenyl-1,3-cyclohexanedione C1(=CC=CC=C1)C1CC(CC(C1)=O)=O